C[C@H](CCCCCCCCCCCCCCC/C=C/C(=O)O)O The molecule is an (omega-1)-hydroxy fatty acid that is trans-2-icosenoic acid in which the pro-R hydrogen at position 19 has been replaced by a hydroxy group. It is an (omega-1)-hydroxy fatty acid, a long-chain fatty acid, an alpha,beta-unsaturated monocarboxylic acid and a hydroxy monounsaturated fatty acid. It derives from a trans-2-icosenoic acid.